N-{[1-({3,4-difluoro-2-[(2-fluoro-4-iodophenyl)amino]phenyl}carbonyl)azetidin-2-yl]methyl}ethane-1,2-diamine FC=1C(=C(C=CC1F)C(=O)N1C(CC1)CNCCN)NC1=C(C=C(C=C1)I)F